4-amino-N-(5-methyl-1,2-oxazol-3-yl)benzenesulfonamide NC1=CC=C(C=C1)S(=O)(=O)NC1=NOC(=C1)C